C(C)(C)(C)OC(=O)N1CCC(CC1)(C#N)C1=NC(=CC=C1)OCC1=C(C=C(C=C1)Cl)F 4-(6-(4-chloro-2-fluorobenzyloxy)pyridin-2-yl)-4-cyanopiperidine-1-carboxylic acid tert-butyl ester